perfluoro(dibutylmethylamine) FC(N(C(C(C(C(F)(F)F)(F)F)(F)F)(F)F)C(C(C(C(F)(F)F)(F)F)(F)F)(F)F)(F)F